7-chloro-2,3,4,5-tetrahydrobenzo[f][1,4]oxazepine ClC=1C=CC2=C(CNCCO2)C1